C(C)OC(=O)C=1C(=NN2C1OCC(C2)N(C(=O)OC(C)(C)C)C)C2=C(C=CC=C2)F 2-(2-fluorophenyl)-6-[methyl-[(2-methylpropan-2-yl)oxycarbonyl]amino]-6,7-dihydro-5H-pyrazolo[5,1-b][1,3]oxazine-3-carboxylic acid ethyl ester